N[C@@H](C(=O)O)CNC(=O)C=1C=C(C=C(C1)F)C1=C(C=CC=C1)CC (R)-2-amino-3-(2'-ethyl-5-fluoro-[1,1'-biphenyl]-3-carboxamido)propanoic acid